5-(Methylthio)-1-(trimethylsilyl)pent-1-yn-3-one CSCCC(C#C[Si](C)(C)C)=O